N-(4-(1H-pyrazol-4-yl)-phenyl)-4-(4-amino-piperidin-1-yl)-1,3,5-triazin-2-amine N1N=CC(=C1)C1=CC=C(C=C1)NC1=NC=NC(=N1)N1CCC(CC1)N